3-(5-(4,4-difluoropiperidine-1-carbonyl)-1H-pyrrolo[2,3-b]pyridin-1-yl)-N-(2-(methylsulfonylamino)ethyl)benzamide FC1(CCN(CC1)C(=O)C=1C=C2C(=NC1)N(C=C2)C=2C=C(C(=O)NCCNS(=O)(=O)C)C=CC2)F